(4aS,9bS)-7-(trifluoromethyl)-1,2,3,4,4a,9b-hexahydrobenzofuro[3,2-b]pyridine hydrochloride Cl.FC(C1=CC2=C(C=C1)[C@@H]1NCCC[C@@H]1O2)(F)F